[(3aR,6R,6aS)-6-[(6-bromo-3-pyridazinyl)amino]-4,4-difluorohexahydrocyclopenta[c]pyrrol-2(1H)-yl](6,7-dihydro-4H-thieno[3,2-c]pyran-2-yl)methanone BrC1=CC=C(N=N1)N[C@@H]1CC([C@@H]2[C@H]1CN(C2)C(=O)C2=CC=1COCCC1S2)(F)F